Copper (I) 5-Nitrotetrazolate [N+](=O)([O-])C1(N=NN=N1)C(=O)[O-].[Cu+]